(Z)-tert-butyl-4-(2-((1H-pyrrolo[2,3-b]pyridine-3-carbonyl)imino)thiazol-3(2H)-yl)piperidine-1-carboxylate C(C)(C)(C)OC(=O)N1CCC(CC1)N1/C(/SC=C1)=N/C(=O)C1=CNC2=NC=CC=C21